ClC1=CC=C2C=C(C=C(C2=C1)NCC1(CNC1)C1=NC2=CC=CC=C2C=C1)C(F)(F)F 7-chloro-N-((3-(quinolin-2-yl)azetidin-3-yl)methyl)-3-(trifluoromethyl)naphthalen-1-amine